glutaric acid (glutarate) C(CCCC(=O)O)(=O)O.C(CCCC(=O)O)(=O)O